C(=O)C1=C(CN)C=CC=C1 2-FORMYLBENZYLAMINE